2-(1-phenylethenyl)thiophene C1(=CC=CC=C1)C(=C)C=1SC=CC1